CN1CCN(CC1)CCC1(NC(=NC(=N1)NCC=1C=NC=CC1)N1CCOCC1)N 2-(2-(4-methylpiperazin-1-yl)ethyl)-6-morpholinyl-N4-(pyridin-3-ylmethyl)-1,3,5-triazine-2,4-diamine